2-fluoro-3'-(trifluoromethyl)-[1,1'-biphenyl]-4-carbonitrile FC1=C(C=CC(=C1)C#N)C1=CC(=CC=C1)C(F)(F)F